tert-butyl (2R,6R)-2,6-dimethyl-4-(6-(pyrazolo[1,5-a]pyridin-3-yl)pyridin-2-yl)piperazine-1-carboxylate C[C@H]1N([C@@H](CN(C1)C1=NC(=CC=C1)C=1C=NN2C1C=CC=C2)C)C(=O)OC(C)(C)C